1,1,1,3,3,3-hexafluoropropan-2-yl 2-((2-(tert-butyloxycarbonyl)-1,2,3,4-tetrahydroisoquinolin-8-yl) methyl)-2,8-diazaspiro[4.5]decane-8-carboxylate C(C)(C)(C)OC(=O)N1CC2=C(C=CC=C2CC1)CN1CC2(CC1)CCN(CC2)C(=O)OC(C(F)(F)F)C(F)(F)F